C(C)N1N=CC(=C1)NC1=NC=CC(=N1)C1=CC(=C(CNC(=O)N2CCC2)C=C1)C(F)(F)F N-(4-(2-((1-ethyl-1H-pyrazol-4-yl)amino)pyrimidin-4-yl)-2-(trifluoromethyl)benzyl)azetidine-1-carboxamide